(R)-2-amino-N-(4-hydroxybicyclo[2.2.2]oct-1-yl)-5-(1'-(tetrahydro-2H-pyran-4-yl)-2,3-Dihydrospiro[indene-1,3'-pyrrolidin]-5-yl)nicotinamide NC1=C(C(=O)NC23CCC(CC2)(CC3)O)C=C(C=N1)C=1C=C3CC[C@]2(CN(CC2)C2CCOCC2)C3=CC1